C1(C=CC=C1)C(=O)C1C=CC=C1.[Fe] iron cyclopentadienyl ketone